NC1=CC(=C(N=N1)CC1(C(NC[C@@H](C1)C(F)(F)F)=O)C(=O)OC)N(C)CC methyl (5R)-3-((6-amino-4-(ethyl(methyl)amino)pyridazin-3-yl)methyl)-2-oxo-5-(trifluoromethyl)piperidine-3-carboxylate